N-[(1R,3s,5S)-8-Azabicyclo[3.2.1]octan-3-yl]-N-methyl-5-[4-(1H-pyrazol-4-yl)-1H-pyrrolo[2,3-c]pyridin-7-yl][1,3]thiazolo[5,4-d][1,3]thiazol-2-amin [C@H]12CC(C[C@H](CC1)N2)N(C=2SC=1N=C(SC1N2)C=2N=CC(=C1C2NC=C1)C=1C=NNC1)C